NC=1SC2=C(N1)C=CC(=C2Cl)Cl 2-amino-6,7-dichlorobenzothiazole